4-(2,6-diamino-3-pyridinyl)-2-methyl-isoindolin-1-one NC1=NC(=CC=C1C1=C2CN(C(C2=CC=C1)=O)C)N